ethyl 6-(1-[(tert-butoxy)carbonyl](methyl)aminocyclopropyl)pyrimidine-4-carboxylate C(C)(C)(C)OC(=O)C1(C(C1)NC)C1=CC(=NC=N1)C(=O)OCC